N-((2,6-dihydroxy-5'-methyl-4-pentyl-2'-(prop-1-en-2-yl)-[1,1'-biphenyl]-3-yl)methyl)-N-methylpiperidine-1-carboxamide OC1=C(C(=CC(=C1CN(C(=O)N1CCCCC1)C)CCCCC)O)C1=C(C=CC(=C1)C)C(=C)C